methyl acetate 2-(2-(4-(4-phenoxypiperidin-1-yl)benzoyl)hydrazinyl)-2-oxoethyl-acetate (2-((5-cyano-4-(isopropylamino)pyrimidin-2-yl)amino)-5-(4-ethylpiperazin-1-yl)phenyl)carbamate C(#N)C=1C(=NC(=NC1)NC1=C(C=C(C=C1)N1CCN(CC1)CC)NC(O)=O)NC(C)C.O(C1=CC=CC=C1)C1CCN(CC1)C1=CC=C(C(=O)NNC(CCC(=O)O)=O)C=C1.C(C)(=O)OC